C(C)(=O)N1N=C2C=CC=CC2=C1Br 2-acetyl-3-bromoindazole